(3R,4S)-4-fluoro-1-(oxolane-3-sulfonyl)pyrrolidin F[C@H]1CCN(C1)S(=O)(=O)[C@H]1COCC1